C(C1=CC=CC=C1)NC1C(CN(CC1)C(=O)OC(C)(C)C)(F)F T-butyl 4-(benzylamino)-3,3-difluoropiperidine-1-carboxylate